FC(C(=O)NC1=C(C=C(C=C1I)C)F)(F)F 2,2,2-trifluoro-N-(2-fluoro-6-iodo-4-methylphenyl)acetamide